N-(2-((4-(2-(((2,3-Dihydrobenzofuran-5-yl)methyl)((1-methyl-1H-indazol-5-yl)methyl)amino)ethyl)phenyl)carbamoyl)-4,5-dimethoxyphenyl)-4-oxo-4H-chromene-2-carboxamide O1CCC2=C1C=CC(=C2)CN(CCC2=CC=C(C=C2)NC(=O)C2=C(C=C(C(=C2)OC)OC)NC(=O)C=2OC1=CC=CC=C1C(C2)=O)CC=2C=C1C=NN(C1=CC2)C